C1(CC1)S(=O)(=O)NC1=NC=CC(=N1)C(C(=O)NC1=C(C=C(C=C1)C1=NC=CN=C1)F)(C)C 2-(2-(cyclopropanesulfonamido)pyrimidin-4-yl)-N-(2-fluoro-4-(pyrazin-2-yl)phenyl)-2-methylpropanamide